NC1=NC=NC=2N(C=3C=CC=C(C3C21)C(=O)OC)CC(=O)OC(C)(C)C methyl 4-amino-9-(2-(tert-butoxy)-2-oxoethyl)-9H-pyrimido[4,5-b]indole-5-carboxylate